IC1=CC=C(C=C1)NC(=O)C1CC2CCC1C21CC1 3-[(4-iodophenyl)carbamoyl]spiro[bicyclo[2.2.1]heptane-7,1'-cyclopropane]